1-(4-chloro-3-methoxybenzyl)-1H-indazole-3-carbonyl chloride ClC1=C(C=C(CN2N=C(C3=CC=CC=C23)C(=O)Cl)C=C1)OC